ClC=1C(=NN(C1)C1=NC=C(C=C1)C1OCCO1)C 2-(4-chloro-3-methyl-1H-pyrazol-1-yl)-5-(1,3-dioxolan-2-yl)pyridine